N-(3-(1-(2,2-difluoroethyl)-6-((5-methylthiazol-2-yl)amino)-1H-pyrrolo[3,2-c]pyridin-4-yl)-4-fluorophenyl)acrylamide FC(CN1C=CC=2C(=NC(=CC21)NC=2SC(=CN2)C)C=2C=C(C=CC2F)NC(C=C)=O)F